FC=1C=C(C(=O)NC=2C=CC=C3C(=CC=NC23)C=2C=NN(C2)CC(F)(F)F)C=CC1OC1COC1 3-fluoro-4-(oxetan-3-yloxy)-N-(4-(1-(2,2,2-trifluoroethyl)-1H-pyrazol-4-yl)quinolin-8-yl)benzamide